BrC=1C=C(C=C(C1)Cl)[C@@H]1CN(CCO1)S(=O)(=O)C1=C(C=CC=C1)[N+](=O)[O-] |r| racemic-2-(3-bromo-5-chloro-phenyl)-4-(2-nitrophenyl)sulfonyl-morpholine